CC1=CC(=NC=C1)C1=NC=CC=C1 4-methyl-2,2'-bipyridyl